4-bromo-7-methoxy-1-tosyl-1H-pyrrolo[2,3-c]pyridine BrC1=C2C(=C(N=C1)OC)N(C=C2)S(=O)(=O)C2=CC=C(C)C=C2